CO[C@H]1[C@@H](N(CC1)C(=O)OC(C)(C)C)C(=O)OC 1-tert-butyl 2-methyl (2R,3R)-3-methoxypyrrolidine-1,2-dicarboxylate